BrC=1C=C(C(=C(C=O)C1)OCC1=CC=C(C=C1)OC)F 5-bromo-3-fluoro-2-(4-methoxybenzyloxy)benzaldehyde